C(C(C)C)OP([O-])[O-] mono-isobutylphosphite